N[C@@H]1C[C@H](CC1)NC1=CC=C(C=N1)N1C(C=CC2=CC=CN=C12)=O 1-(6-(((1S,3S)-3-Aminocyclopentyl)amino)pyridin-3-yl)-1,8-naphthyridin-2(1H)-one